CC(=O)N[C@@H]1[C@H]([C@@H]([C@H](O[C@H]1O[C@H](CO)[C@H]([C@H](CO)O)O)CO)O)O The molecule is an amino disaccharide consisting of N-acetyl-D-glucosamine attached to D-ribitol via a beta-(1->4)-linkage; epitope of Staphylococcus aureus. It has a role as an epitope.